C(C)(C)(C)N=[Mo](OCC)(OCC)=NC(C)(C)C bis(t-butylimino)bis(ethoxy)molybdenum